CC1(OB(OC1(C)C)C=1C=NC(=NC1)C(F)(F)F)C 5-(4,4,5,5-tetramethyl-1,3,2-dioxaborolan-2-yl)-2-(trifluoromethyl)pyrimidine